(Z)-6-mesityl-N-(6-mesityl-quinolin-2(1H)-ylidene)quinolin-2-amine C1(=C(C(=CC(=C1)C)C)C=1C=C2C=CC(=NC2=CC1)\N=C\1/NC2=CC=C(C=C2C=C1)C1=C(C=C(C=C1C)C)C)C